C(C)(=O)N(CCCCCNC(CCC(=O)N(O)CCCCCNC(CCC(N(O)CCCCCN)=O)=O)=O)O N'-[5-(Acetyl-hydroxy-amino)pentyl]-N-{5-[3-(5-aminopentyl-hydroxy-carbamoyl)propanoylamino]pentyl}-N-hydroxy-butandiamid